COC(=O)C=1C2=C(SC1C(=C)C)CCC2 (prop-1-en-2-yl)-4H,5H,6H-cyclopenta[b]thiophene-3-carboxylic acid methyl ester